bis(4-methylphenyl) disulfone CC1=CC=C(C=C1)S(S(=O)(=O)C1=CC=C(C=C1)C)(=O)=O